methyl butane-1,4-diyl-dicarbamate C(CCCNC([O-])=O)NC(OC)=O